(3-Bromophenyl)(imino)(methyl)-λ6-sulfanone BrC=1C=C(C=CC1)S(=O)(C)=N